C(C)C(CN1C(=C(C(C2=C(C=C(C=C12)OC1OCCCC1)OC1OCCCC1)=O)OC1OCCCC1)C1=CC(=C(C(=C1)OC1OCCCC1)OC1OCCCC1)OC1OCCCC1)CCCC N-(2-ethylhexyl)-2-(3,4,5-tritetrahydropyranyloxyphenyl)-3,5,7-tritetrahydropyranyloxyquinolin-4-one